9-(4-((1-(3,3-difluoropropyl)azetidin-3-ylidene)methyl)phenyl)-8-(4-fluoro-2,3-dimethylphenyl)-6,7-dihydro-5H-benzo[7]annulene-3-carboxylic acid FC(CCN1CC(C1)=CC1=CC=C(C=C1)C1=C(CCCC2=C1C=CC(=C2)C(=O)O)C2=C(C(=C(C=C2)F)C)C)F